ClC1=CC(=C(CNCCC2(CCOC3(CCCC3)C2)C2=NC=CC=C2)C=C1)N1CC(C1)F N-(4-chloro-2-(3-fluoroazetidin-1-yl)benzyl)-2-(9-(pyridin-2-yl)-6-oxaspiro[4.5]decan-9-yl)ethylamine